NCC=1C=C2C(=CNC2=CC1)/C(=C/C=1C=C(C#N)C=CC1OC)/C#N (Z)-3-(2-(5-(aminomethyl)-1H-indol-3-yl)-2-cyanovinyl)-4-methoxybenzonitrile